FC(OC1=C(C=CC=C1)C1=NOC(=N1)CCN)(F)F 2-[3-(2-Trifluoromethoxy-phenyl)-[1,2,4]oxadiazol-5-yl]-ethylamine